FC(C1=C(C=C2CCN(C2=C1)C1=C2C=C(C(N(C2=CC(=C1)OC)C)=O)C)C=1C=NN(C1)C)F 5-(6-(Difluoromethyl)-5-(1-methyl-1H-pyrazol-4-yl)indolin-1-yl)-7-methoxy-1,3-dimethylquinolin-2(1H)-one